NC1=C2N=CN(C2=NC=N1)C[C@@H](C)OCP(OCCOCCCCCCCCCCCCC#C[Si](C)(C)CC)(O)=O 2-((14-(ethyldimethylsilyl)tetradec-13-yn-1-yl)oxy)ethyl hydrogen ((((R)-1-(6-amino-9H-purin-9-yl)propan-2-yl)oxy)methyl)phosphonate